N1(CCCCCC1)CC(=O)NC1=C(SC=C1C)C(=O)N(CCO)CCO 3-(2-(azepan-1-yl)acetamido)-N,N-bis(2-hydroxyethyl)-4-methylthiophene-2-carboxamide